[2H]C([2H])([2H])N1CC[C@]23[C@@H]4[C@H]1CC5=C2C(=C(C=C5)O)O[C@H]3C(=O)CC4 hydromorphone-d3